CC=1C=C(C(=O)NC2CCC3=CC(=CC=C23)C2=NOC(=C2)C)C=CN1 2-methyl-N-(5-(5-methylisoxazol-3-yl)-2,3-dihydro-1H-inden-1-yl)isonicotinamide